(1R,3S)-3-{3-[(1,3-benzo-thiazol-4-ylacetyl)amino]-1H-pyrazol-5-yl}cyclopentyl propan-2-yl-carbamate CC(C)NC(O[C@H]1C[C@H](CC1)C1=CC(=NN1)NC(CC1=CC=CC2=C1N=CS2)=O)=O